ClC=1C=CC(=C(C1)N1CC(N(CC1=O)C(C(=O)O)CC1=CC=C(C=C1)Cl)=O)N1N=NC(=C1)Cl 2-(4-(5-chloro-2-(4-chloro-1H-1,2,3-triazol-1-yl)phenyl)-2,5-dioxopiperazin-1-yl)-3-(4-chlorophenyl)propanoic acid